(methyl)oxirane CC1OC1